azino-bis(3-ethylbenzothiazole) N(N=S1CN(C2=C1C=CC=C2)CC)=S2CN(C1=C2C=CC=C1)CC